1-[3-(Pyridin-2-yl)benzoyl]piperazine tert-butyl-(cis-4-((6-bromo-3-cyanopyrazolo[1,5-a]pyridin-4-yl)oxy)cyclohexyl)carbamate C(C)(C)(C)N(C(O)=O)[C@@H]1CC[C@@H](CC1)OC=1C=2N(C=C(C1)Br)N=CC2C#N.N2=C(C=CC=C2)C=2C=C(C(=O)N1CCNCC1)C=CC2